N[S@@](=NC(CC1=C(C=C(C=C1C(C)C)C#N)C(C)C)=O)(=O)C1=C(C=C(C=C1)C(C)(C)O)Cl |o1:1| (S) or (R)-N-(amino(2-chloro-4-(2-hydroxypropan-2-yl)phenyl)(oxo)-λ6-sulfaneylidene)-2-(4-cyano-2,6-diisopropylphenyl)acetamide